N1CC[C@]12CN(CCC2)C2=NC1=C(N2CC2=NC=C(C#N)C=C2)C=CC=C1 (R)-6-((2-(1,6-diazaspiro[3.5]nonan-6-yl)-1H-benzo[d]imidazol-1-yl)methyl)nicotinonitrile